(3S,4s,5R)-1-(4-(2-hydroxy-4-(trifluoromethyl)phenyl)pyrido[3,4-d]pyridazin-1-yl)-3,4,5-trimethylpiperidin-4-ol OC1=C(C=CC(=C1)C(F)(F)F)C=1N=NC(=C2C1C=NC=C2)N2C[C@@H](C([C@@H](C2)C)(O)C)C